3-[(E)-2-[3-methoxy-4-(trifluoromethyl)phenyl]vinyl]azetidine-1-carboxylic acid tert-butyl ester C(C)(C)(C)OC(=O)N1CC(C1)\C=C\C1=CC(=C(C=C1)C(F)(F)F)OC